CN(C)C=C1C(CCCC1=O)=O 2-(dimethylaminomethylene)cyclohexane-1,3-dione